C(C1=CC=CC=C1)O[C@@H]1[C@H](O[C@@H]([C@H]([C@H]1OCC1=CC=CC=C1)OCC1=CC=CC=C1)OCC1=CC=CC=C1)COS(=O)(=O)C(F)(F)F ((2R,3R,4S,5S,6S)-3,4,5,6-tetrakis(benzyloxy)tetrahydro-2H-pyran-2-yl)methyltrifluoromethanesulfonate